manganese (II) vinylsulfonate C(=C)S(=O)(=O)[O-].[Mn+2].C(=C)S(=O)(=O)[O-]